2-(2-methoxystyryl)tetrahydrofuran COC1=C(C=CC2OCCC2)C=CC=C1